CN1C(=CC2=CC(=C(C=C12)O)O)C(=O)O N-methyl-5,6-dihydroxyindole-2-carboxylic acid